dihexyl-tin dineodecanoate C(CCCCCC(C)(C)C)(=O)[O-].C(CCCCCC(C)(C)C)(=O)[O-].C(CCCCC)[Sn+2]CCCCCC